CN1C(OC2=C1C=CC=C2C)=O 3,7-dimethyl-1,3-benzoxazol-2(3H)-one